ClC1=C(C=CC(=C1)C(F)(F)F)NC(CN1C=2N(C(C3=C1CCC31CCNCC1)=O)N=C(N2)C2=NC=C(C=C2)OC)=O N-(2-chloro-4-(trifluoromethyl)phenyl)-2-(2-(5-methoxypyridin-2-yl)-8-oxo-5,8-dihydrospiro[cyclopenta[d][1,2,4]triazolo[1,5-a]pyrimidine-7,4'-piperidin]-4(6H)-yl)acetamide